7-((3,5-Difluoro-4-(1-(2-fluoroethyl)cyclopropoxy)benzyl)oxy)-2-methyl-3,4,11,11a-tetrahydro-1H-pyrazino[1',2':3,4]imidazo[1,2-c]pyrimidin-9(2H)-one FC=1C=C(COC=2C=C3N(C(N2)=O)CC2N3CCN(C2)C)C=C(C1OC1(CC1)CCF)F